(3S,5S)-7-[2-(4-fluorophenyl)-5-isopropyl-3-phenyl-4-(anilinoformyl)pyrrole-1-yl]-3,5-dihydroxyheptanoic acid calcium salt [Ca+2].FC1=CC=C(C=C1)C=1N(C(=C(C1C1=CC=CC=C1)C(=O)NC1=CC=CC=C1)C(C)C)CC[C@@H](C[C@@H](CC(=O)[O-])O)O.FC1=CC=C(C=C1)C=1N(C(=C(C1C1=CC=CC=C1)C(=O)NC1=CC=CC=C1)C(C)C)CC[C@@H](C[C@@H](CC(=O)[O-])O)O